2-(3-{[(3S)-1-methylpyrrolidin-3-yl]oxy}-1,2,4-triazin-6-yl)-5-(1H-pyrazol-4-yl)phenol hydrochloride Cl.CN1C[C@H](CC1)OC=1N=NC(=CN1)C1=C(C=C(C=C1)C=1C=NNC1)O